CN1CCN(CC1)C(CCCC=1N=C(N(C1)C1=CC=CC=C1)C1=C(C(=O)N)C=CC=C1)=O (4-(4-(4-methylpiperazin-1-yl)-4-oxobutyl)-1-phenyl-1H-imidazol-2-yl)benzamide